2-aminoethyl-tris(2-hydroxyethyl)ammonium bromide salt [Br-].NCC[N+](CCO)(CCO)CCO